methyl 8-(2-chloro-4-fluorophenyl)-9-(4-((1-(3-fluoropropyl)pyrrolidin-3-yl)methyl)phenyl)-6,7-dihydro-5H-benzo[7]annulene-3-carboxylate ClC1=C(C=CC(=C1)F)C=1CCCC2=C(C1C1=CC=C(C=C1)CC1CN(CC1)CCCF)C=CC(=C2)C(=O)OC